4-(1-amino-ethyl)-hepta-1,6-dien NC(C)C(CC=C)CC=C